COC(=O)[C@@H]1C[C@H](CCC1)OC=1C(=NC(=CC1)C=1N=NN(C1CNC)C)C1CC1 (1S,3S)-3-((2-cyclopropyl-6-(1-methyl-5-((methylamino)methyl)-1H-1,2,3-triazol-4-yl)pyridin-3-yl)oxy)cyclohexane-1-carboxylic acid Methyl ester